S1C(=NC2=C1C=CC=C2)CN2CCN(CC2)C2=C(C(=O)OC)C=CC(=C2)Br methyl 2-(4-(benzo[d]thiazol-2-ylmethyl) piperazin-1-yl)-4-bromobenzoate